trans-4-((3-(1-Isopropyl-1H-pyrazol-4-yl)phenyl)((trans-4-(5-methoxy-6-methylpyridin-2-yl)cyclohexyl)methyl) carbamoyl)cyclohexyl 3-(hydroxymethyl)azetidine-1-carboxylate OCC1CN(C1)C(=O)O[C@@H]1CC[C@H](CC1)C(N(C[C@@H]1CC[C@H](CC1)C1=NC(=C(C=C1)OC)C)C1=CC(=CC=C1)C=1C=NN(C1)C(C)C)=O